(S)-3-((tert-butyldimethylsilyl)oxy)-1-(2-chloroethyl)pyrrolidine [Si](C)(C)(C(C)(C)C)O[C@@H]1CN(CC1)CCCl